BrC=1C2=CN(N=C2C=CC1)C[C@H](O)C1=CC=C(C=C1)OCCN1CCOCC1 (1R)-2-(4-bromo-2H-indazol-2-yl)-1-{4-[2-(morpholin-4-yl)ethoxy]phenyl}ethan-1-ol